BrC1=C(C(=CC=C1)Cl)C(F)(F)F 1-Bromo-3-chloro-2-(trifluoromethyl)benzene